ClC=1C(=CC(=C(CN[C@@](C(=O)O)(CO)C)C1)OCC1CCOCC1)OCC1=C(C(=CC=C1)C1=CC2=C(OCCO2)C=C1)C (R)-2-((5-Chloro-4-((3-(2,3-dihydrobenzo[b][1,4]dioxin-6-yl)-2-methylbenzyl)oxy)-2-((tetrahydro-2H-pyran-4-yl)methoxy)benzyl)amino)-3-hydroxy-2-methylpropanoic acid